N,N',N''-tris(2-pyridylmethyl)-cis,cis-1,3,5-triaminocyclohexane C1C(CC(CC1NCC2=CC=CC=N2)NCC3=CC=CC=N3)NCC4=CC=CC=N4